benzyl (3-bromocyclobutyl)carbamate BrC1CC(C1)NC(OCC1=CC=CC=C1)=O